N1C=CC=2C1=NC=CC2C=2C=NN(C2)C2(CN(C2)S(=O)(=O)C)CC(=O)NCC(F)(F)F 2-(3-(4-(1H-pyrrolo[2,3-b]pyridin-4-yl)-1H-pyrazol-1-yl)-1-(methylsulfonyl)azetidin-3-yl)-N-(2,2,2-trifluoroethyl)acetamide